[Si](C)(C)(C(C)(C)C)O[C@@H]1CC[C@@H]([C@H](/C=C/[C@@H]([C@H](OC(C1)=O)/C(=C/I)/C)C)OC(=O)N1CCN(CC1)C)C 4-methylpiperazine-1-carboxylic acid (2s,3s,6r,7s,10r,E)-10-((tert-butyldimethylsilyl) oxy)-2-((E)-1-iodoprop-1-en-2-yl)-3,7-dimethyl-12-oxooxacyclododec-4-en-6-yl ester